S(OC=1C(C(=O)O)=CC=CC1)OC=1C(C(=O)O)=CC=CC1 thiodisalicylic acid